ethyl 3,5-dimethyl-1H-pyrrolopyrrolecarboxylate CC1=C(NC=2C=C(NC21)C)C(=O)OCC